FC1=CC=C(CN2CCN(CCC2)C2=NC=NC3=CC=C(C=C23)C=2C=NNC2)C=C1 4-(4-(4-fluorobenzyl)-1,4-diazepan-1-yl)-6-(1H-pyrazol-4-yl)quinazoline